N=1C=CN2C1CN(CC2)C2=CC(=NC1=C(N=CC=C21)C2=CC=NN2C2OCCCC2)N2CCOCC2 4-(5,6-dihydroimidazo[1,2-a]pyrazin-7(8H)-yl)-2-(morpholin-4-yl)-8-[1-(tetrahydro-2H-pyran-2-yl)-1H-pyrazol-5-yl]-1,7-naphthyridine